3-(5-ethoxyphenyl)-isoxazole C(C)OC=1C=CC=C(C1)C1=NOC=C1